(2R)-3-methoxy-2-(3-methoxyphenyl)-N-[5-[[(3R)-1-pyridazin-3-ylpyrrolidin-3-yl]amino]-1,3,4-thiadiazol-2-yl]propionamide COC[C@H](C(=O)NC=1SC(=NN1)N[C@H]1CN(CC1)C=1N=NC=CC1)C1=CC(=CC=C1)OC